BrCC1=C(C=C(C=C1)OCC1=CC(=CC=C1)F)C 1-bromomethyl-4-(3-fluorobenzyloxy)-2-methylbenzene